CC1(CCN2C(O1)=NC(=C2)[N+](=O)[O-])CN (7-methyl-2-nitro-6,7-dihydro-5H-imidazo[2,1-b][1,3]oxazin-7-yl)methylamine